FC1=CC(=C(C=C1)CC(=O)O)OC 4-fluoro-2-methoxyphenyl-acetic acid